Phenyl-sulphonate C1(=CC=CC=C1)S(=O)(=O)[O-]